tert-butyl (2R)-4-[7-(2,8-dimethylimidazo[1,2-b]pyridazin-6-yl)-5-oxo-thiazolo[3,2-a]pyrimidin-2-yl]-2-methyl-piperazine-1-carboxylate CC=1N=C2N(N=C(C=C2C)C=2N=C3N(C(C2)=O)C=C(S3)N3C[C@H](N(CC3)C(=O)OC(C)(C)C)C)C1